C(=O)(OC(C)(C)C)N([C@@H](C)C(=O)O)C1=CC=CC=C1 N-Bocphenyl-alanine